(3-(benzyloxy)cyclobutyl)-2,6-dichloropyridine C(C1=CC=CC=C1)OC1CC(C1)C=1C(=NC(=CC1)Cl)Cl